NC1=NN2C(N=CC=C2)C1C(=O)N[C@@H](C)C1=NC2=CC=CC(=C2C(N1C1=CC=CC=C1)=O)Cl 2-amino-N-((S)-1-(5-chloro-4-oxo-3-phenyl-3,4-dihydroquinazolin-2-yl)ethyl)-3,3a-dihydropyrazolo[1,5-a]pyrimidine-3-carboxamide